C(C)(=O)O[C@H]1[C@@H](O[C@@H]([C@H]([C@@H]1OC(C)=O)OC(C)=O)C(=O)OC)OC1=CC=C(C=C1)C(C)=O (2S,3R,4S,5S,6S)-2-(4-acetylphenoxy)-6-(methoxycarbonyl)tetrahydro-2H-pyran-3,4,5-triyl triacetate